C(C)OC(=O)C1=CC(=NN1CCOCCOCCOCC#C)COC.C(CCCCCCCCCC)(=O)S(=O)(=O)O undecanoyl-sulfonate ethyl-3-(methoxymethyl)-1-(2-(2-(2-(prop-2-yn-1-yloxy)ethoxy)ethoxy)ethyl)-1H-pyrazole-5-carboxylate